1-[2-hydroxy-4,6-bis(methoxymethoxy)phenyl]ethan-1-one OC1=C(C(=CC(=C1)OCOC)OCOC)C(C)=O